7-bromo-5,10-diethyl-1,2,3,4,4a,5,10,10a-octahydrophenazine BrC=1C=C2N(C3CCCCC3N(C2=CC1)CC)CC